C1(=CC=CC=C1)P(C1=CC=CC=C1)CCN(C)CCP(C1=CC=CC=C1)C1=CC=CC=C1 bis((diphenylphosphinomethyl)methyl)methylamine